1-(4-fluoro-2-(trifluoromethyl)benzyl)-1H-pyrazole-4-carboxylic acid FC1=CC(=C(CN2N=CC(=C2)C(=O)O)C=C1)C(F)(F)F